ClC=1C=C(C=CC1Cl)NC(=O)[C@H]1[C@H]2C[C@H]([C@@H]([C@@H]1C1=CC(=NC=C1)C)O2)NC (1R,2R,3S,4R,5R)-N-(3,4-dichlorophenyl)-5-(methylamino)-3-(2-methylpyridine-4-yl)-7-oxabicyclo[2.2.1]Heptane-2-carboxamide